(R)-6-fluoro-1-(2-fluoro-4-((4-methoxybenzyl)oxy)phenyl)-4-oxo-7-(2-((pyrimidin-2-yloxy)methyl)pyrrolidin-1-yl)-1,4-dihydroquinoline-3-carboxylic acid FC=1C=C2C(C(=CN(C2=CC1N1[C@H](CCC1)COC1=NC=CC=N1)C1=C(C=C(C=C1)OCC1=CC=C(C=C1)OC)F)C(=O)O)=O